C(CCC)C1C(=NN(C1(C(=O)NCCCCC(C)(C)O)C)C1=C(C=C(C=C1)F)F)C1=CC=C(C=C1)F 4-butyl-1-(2,4-difluorophenyl)-3-(4-fluorophenyl)-N-(5-hydroxy-5-methylhexyl)-5-methyl-4,5-dihydro-1H-pyrazole-5-carboxamide